FC(OC1=CC=C(C=C1)[C@@H]1CC[C@H](CC1)OCC=1N=NNC1C(=O)O)(F)F 4-((((trans)-4-(4-(trifluoromethoxy)phenyl)cyclohexyl)oxy)methyl)-1H-1,2,3-triazole-5-carboxylic acid